C(C1=CC=CC=C1)OC(=O)N1[C@H](CN(CC1)C1=C(N=C2N1CCN(C2)C(=O)OC(C)(C)C)C(=O)OC)CC#N 7-(tert-butyl) 2-methyl (S)-3-(4-((benzyloxy)carbonyl)-3-(cyanomethyl)piperazin-1-yl)-5,6-dihydroimidazo[1,2-a]pyrazine-2,7(8H)-dicarboxylate